ClC=1N(C(=C(C1C(=O)OCC)C)C1=C(C=CC=C1)C(F)(F)F)CCO Ethyl 2-chloro-1-(2-hydroxyethyl)-4-methyl-5-(2-(trifluoromethyl)phenyl)-1H-pyrrole-3-carboxylate